ClC1=C2C[C@@H]([C@H](C2=CC(=C1)Cl)OC1=CC=CC=C1)N1CCN(CC1)C(N(C)C)=O 4-[[(1S,2S)-4,6-dichloro-2-[4-(dimethylcarbamoyl)piperazin-1-yl]-2,3-dihydro-1H-inden-1-yl]oxy]benzene